4,5-dichloro-6-fluoro-1H-indole-2-carboxylic acid ClC1=C2C=C(NC2=CC(=C1Cl)F)C(=O)O